COC1=C(C=CC(=C1)C=1C=NN(C1)C)NC=1N=CC2=C(N1)C(=NC=C2)NC(C)C2COCC2 N2-(2-methoxy-4-(1-methyl-1H-pyrazol-4-yl)phenyl)-N8-(1-(tetrahydrofuran-3-yl)ethyl)pyrido[3,4-d]pyrimidine-2,8-diamine